(E)-3-(4-methylbenzenesulfonyl)-2-propenenitrile CC1=CC=C(C=C1)S(=O)(=O)/C=C/C#N